N1(CCC1)CCCC1=CC(=C(OCCCC2=C(N=C(S2)N2CCCC3=C2N=NC(=C3C)NC=3SC2=C(N3)C=CC=C2)C(=O)OC)C=C1)F methyl 5-[3-[4-[3-(azetidin-1-yl)propyl]-2-fluoro-phenoxy]propyl]-2-[3-(1,3-benzothiazol-2-ylamino)-4-methyl-6,7-dihydro-5H-pyrido[2,3-c]pyridazin-8-yl]thiazole-4-carboxylate